2-(trifluoromethyl)pyrido[3,2-d]pyrimidine-4-thiol FC(C=1N=C(C2=C(N1)C=CC=N2)S)(F)F